N-ethyl-2-fluoro-3-(4,4,5,5-tetramethyl-1,3,2-dioxaborolan-2-yl)aniline C(C)NC1=C(C(=CC=C1)B1OC(C(O1)(C)C)(C)C)F